1-cyclopropyl-3-(4-fluorophenyl)-2,4-dioxo-pyrimidine-5-carboxylic acid C1(CC1)N1C(N(C(C(=C1)C(=O)O)=O)C1=CC=C(C=C1)F)=O